NC12C(OC(C1)(C2)CO)C {4-amino-3-methyl-2-oxabicyclo[2.1.1]hexan-1-yl}methanol